CNC1=C(C=CC=C1)C1=CC(=NN1)CNC(C1=C(C=CC=C1)OC(F)(F)F)=O N-((5-(2-(methylamino)phenyl)-1H-pyrazol-3-yl)methyl)-2-(trifluoromethoxy)benzamide